sodium butyrate salt C(CCC)(=O)[O-].[Na+]